CC1=NC(=CC(=C1)C1=C(C=CC=C1)C)C1=CC=CC=C1 2-methyl-6-phenyl-4-o-tolylpyridine